6-(5-chloro-2-fluorophenyl)-3-(3-methylsulfonylpropoxy)pyridazin-4-amine ClC=1C=CC(=C(C1)C1=CC(=C(N=N1)OCCCS(=O)(=O)C)N)F